OC[C@@]1(C(C[C@@H](C[C@H]1C(=C)C)C(=C)C)=O)C (2R,3S,5R)-2-hydroxymethyl-2-methyl-3,5-diisopropenylcyclohexanone